B(OC1=CC=CC=C1)([O-])[O-].[Na+].[Na+] Sodium Phenyl Borate